NC=1SC2=C(N1)C=CC(=C2)C=2C=C(C(=NC2)C)NC(OC2CCOCC2)=O Tetrahydro-2H-pyran-4-yl (5-(2-aminobenzo[d]thiazol-6-yl)-2-methylpyridin-3-yl)carbamate